C(C1=CC=CC=C1)OCC1=NN(C(N1CC)=O)C1=C(C=C2C([C@@H](CN(C2=C1)C(C)C)C1=C(C=CC=C1)C)=O)F |r| rac-7-(3-((benzyloxy)methyl)-4-ethyl-5-oxo-4,5-dihydro-1H-1,2,4-triazol-1-yl)-6-fluoro-1-isopropyl-3-(o-tolyl)-2,3-dihydroquinolin-4(1H)-one